NC1=NC=2C=CC(=CC2C2=C1C=NN2C)C(=O)N(N(C)C(=O)C2CC2)CC2=CC=C(C=C2)C=2C=NN(C2)C(F)(F)F 4-amino-N'-(cyclopropanecarbonyl)-N',1-dimethyl-N-[[4-[1-(trifluoromethyl)pyrazol-4-yl]phenyl]methyl]pyrazolo[4,3-c]quinoline-8-carbohydrazide